OC1=C(C=C(C(=N1)C)C#N)C(F)(F)F 6-hydroxy-2-methyl-5-(trifluoromethyl)pyridine-3-carbonitrile